6-(tert-butyl)-10-ethoxy-2-oxo-6,7-dihydro-2H-pyrido[2',1':3,4]pyrazino[1,2-b]indazole-3-carboxylic acid ethyl ester C(C)OC(=O)C=1C(C=C2N(C(CN3N=C4C(=CC=CC4=C32)OCC)C(C)(C)C)C1)=O